FC(C=1C=C(C=CC1)[C@@H]1N(S(OC1)(=O)=O)C(=O)OC(C)(C)C)(F)F tert-butyl (S)-4-(3-(trifluoromethyl)phenyl)-1,2,3-oxathiazolidine-3-carboxylate 2,2-dioxide